CC1=CC=C(C=C1)OB(O)O (4-methylphenyl)boric acid